1-((1r,3r)-3-((5-(imidazo[1,2-a]pyrimidin-6-yl)-7H-pyrrolo[2,3-d]pyrimidin-2-yl)amino)-1-methylcyclobutyl)pyrrolidin-2-one N=1C=CN2C1N=CC(=C2)C2=CNC=1N=C(N=CC12)NC1CC(C1)(C)N1C(CCC1)=O